FC1=C(C=CC(=C1)C1=NC(=CC=C1)OC1=CC(=C(C=C1)F)O)O 2-fluoro-4-(6-(4-fluoro-3-hydroxyphenoxy)pyridin-2-yl)phenol